4-((1H-pyrazol-1-yl)methyl)-3-(difluoromethoxy)-N-((2,6-dimethoxyphenyl)sulfonyl)benzamide N1(N=CC=C1)CC1=C(C=C(C(=O)NS(=O)(=O)C2=C(C=CC=C2OC)OC)C=C1)OC(F)F